OC1=CC=C(OC2=CC=C(C=C2)C(C(F)(F)F)(C(F)(F)F)C2=CC=C(C=C2)OC2=CC=C(C=C2)O)C=C1 bis(4-(4-hydroxyphenoxy)phenyl)hexafluoropropane